N1CCC(CC1)C1=CC=2NC=CC2S1 2-(piperidin-4-yl)-4H-thieno[3,2-b]Pyrrole